(1-amino-3,3-difluorocyclobutyl)[(3R,4R)-4-{[4-(1-tert-butyl-4-fluoro-1H-benzimidazol-6-yl)-5-chloropyrimidin-2-yl]amino}-3-hydroxypiperidin-1-yl]methanone NC1(CC(C1)(F)F)C(=O)N1C[C@H]([C@@H](CC1)NC1=NC=C(C(=N1)C=1C=C(C2=C(N(C=N2)C(C)(C)C)C1)F)Cl)O